C1(CC1)CC1CN(CCN1C1=NC=C2C(=N1)N(N=C2C2=C(C(=C(C(=C2)C(F)(F)F)F)O)F)C)C(C(F)(F)F)=O 1-(3-(Cyclopropylmethyl)-4-(3-(2,4-difluoro-3-hydroxy-5-(trifluoromethyl)phenyl)-1-methyl-1H-pyrazolo[3,4-d]pyrimidin-6-yl)piperazin-1-yl)-2,2,2-trifluoroethan-1-one